N1C(=CC=C1)C1(CO)CC=CC=C1 1-pyrrolyl-benzyl alcohol